ClC1=C(C=CC=C1)C[C@@H](C(=O)N1CCC(CC1)O)NC(=O)C1=CC2=NC(=CC=C2N1)C (S)-N-(3-(2-chlorophenyl)-1-(4-hydroxypiperidin-1-yl)-1-oxopropan-2-yl)-5-methyl-1H-pyrrolo[3,2-b]pyridine-2-carboxamide